(trimethylsilylethynyl)-3-nitroaniline C[Si](C)(C)C#CNC1=CC(=CC=C1)[N+](=O)[O-]